N1N=CC2=CC(=CC=C12)C#CC1=NC(=NC=C1)C1=NC(=NC=C1)NCC1=NC=CC(=C1)OC 4-((1H-Indazol-5-yl)ethynyl)-N-((4-methoxypyridin-2-yl)methyl)-[2,4'-bipyrimidin]-2'-amine